[Na+].OCC1=C(C=C(OC(CCCC(=O)ON2C(C(CC2=O)S(=O)(=O)[O-])=O)=O)C=C1)[N+](=O)[O-] 1-((5-(4-(hydroxymethyl)-3-nitrophenoxy)-5-oxopentanoyl)oxy)-2,5-dioxopyrrolidine-3-sulfonic acid sodium salt